N1=CC(=CC=2CNCCC12)O 5,6,7,8-tetrahydro-1,6-naphthyridin-3-ol